Cl.C(C)OC=1N(N=C2C=CC(=CC12)C(=O)NC=1N=NC(=CC1)C1CCNCC1)C ethoxy-2-methyl-N-(6-(piperidin-4-yl)pyridazin-3-yl)-2H-indazole-5-carboxamide hydrochloride